bromo(cyclohexyl)magnesium Br[Mg]C1CCCCC1